C1CCC2=C(C=3CCCC3C=C12)NC(=O)[N-]S(=O)(=O)C=1C=NN2C1OC[C@@H](C2)OCC#C.[Na+] sodium (R)-((1,2,3,5,6,7-hexahydro-s-indacen-4-yl)carbamoyl)((6-(prop-2-yn-1-yloxy)-6,7-dihydro-5H-pyrazolo[5,1-b][1,3]oxazin-3-yl)sulfonyl)amide